methylvinyltri(ethoxyethoxy)silane CC=C[Si](OCCOCC)(OCCOCC)OCCOCC